OC1=C(C(=CC(=C1)O)OC)C(\C=C\C=1SC(=CC1)C)=O (E)-1-(2,4-dihydroxy-6-methoxyphenyl)-3-(5-Methylthiophen-2-yl)prop-2-en-1-one